3-methyl-1-phenylbutane-1,2-diyl dicarbamate C(N)(OC(C(C(C)C)OC(N)=O)C1=CC=CC=C1)=O